FC=1C=C2C(=NC(=NC2=C(C1)F)OC[C@]12CCCN2C[C@@H](C1)F)N1C[C@H]2CC[C@@H](C1)N2C(=O)OC(C)(C)C tert-butyl (1R,5S)-3-(6,8-difluoro-2-(((2R,7aS)-2-fluorotetrahydro-1H-pyrrolizin-7a(5H)-yl)methoxy)quinazolin-4-yl)-3,8-diazabicyclo[3.2.1]octane-8-carboxylate